methyl (Z)-4-((2-(3-butyramido-4-methoxy-4-oxobutanoyl)phenyl)amino)-4-oxobut-2-enoate C(CCC)(=O)NC(CC(=O)C1=C(C=CC=C1)NC(\C=C/C(=O)OC)=O)C(=O)OC